3-isopropylimidazolidin-2-one C(C)(C)N1C(NCC1)=O